C(C(CCCCCCC)O)(O)(O)O nonantetrol